N-((8-((dimethylamino)methyl)-1,2,3,5,6,7-hexahydro-s-indacen-4-yl)carbamoyl)-6,7-dihydro-5H-pyrazolo[5,1-b][1,3]oxazine-3-sulfonimidamide CN(C)CC=1C=2CCCC2C(=C2CCCC12)NC(=O)NS(=O)(=N)C=1C=NN2C1OCCC2